1-(3-aminophenyl)cyclopropane-1-carbonitrile NC=1C=C(C=CC1)C1(CC1)C#N